ClC=1C(=CC(=NC1)CCC1=C(C=C(CN2CC(C2)C(=O)O)C=C1C)C)C(F)(F)F 1-(4-(2-(5-chloro-4-(trifluoromethyl)pyridin-2-yl)ethyl)-3,5-dimethylbenzyl)azetidine-3-carboxylic acid